Benzyl 2-((N-(2-oxo-2-((2'-oxo-1,1',2',3-tetrahydrospiro[indene-2,3'-pyrrolo[2,3-b]pyridin]-5-yl)amino)ethyl)pivalamido)methyl)benzylcarbamate O=C(CN(C(C(C)(C)C)=O)CC1=C(CNC(OCC2=CC=CC=C2)=O)C=CC=C1)NC=1C=C2CC3(C(NC4=NC=CC=C43)=O)CC2=CC1